[N+](=O)([O-])C1=C(C=CC(=C1)C(=O)OC)C1=C(C=C(C=C1)C(=O)OC)[N+](=O)[O-] dimethyl 2,2'-dinitro-(1,1'-biphenyl)-4,4'-dicarboxylate